N-(7-(6-((2,6-diazaspiro[3.3]heptan-2-yl)methyl)pyridin-3-yl)quinolin-4-yl)benzo[d]thiazol-5-amine C1N(CC12CNC2)CC2=CC=C(C=N2)C2=CC=C1C(=CC=NC1=C2)NC=2C=CC1=C(N=CS1)C2